6-(1H-indol-6-yl)-N-(3-methoxy-4-(5-(oxetan-3-yl)-2,5-diazabicyclo[2.2.1]heptan-2-yl)phenyl)-[1,2,4]triazolo[1,5-a]pyrazin-8-amine N1C=CC2=CC=C(C=C12)C=1N=C(C=2N(C1)N=CN2)NC2=CC(=C(C=C2)N2C1CN(C(C2)C1)C1COC1)OC